C(C)(C)(C)OC(=O)N1CCC(CC1)C(=O)N[C@@H](CCO[C@@H]1C[C@H](C1)CCC1=NC=2NCCCC2C=C1)C(=O)O N-(1-(tert-butoxycarbonyl)piperidine-4-carbonyl)-O-(trans-3-(2-(5,6,7,8-tetrahydro-1,8-naphthyridin-2-yl)ethyl)cyclobutyl)homoserine